CN(CC(=O)NC=1C=NC(=CC1)C)C=1C2=C(N=C(N1)C1=NC=CC(=C1)OC1COC1)CCC2 2-[methyl({2-[4-(oxetan-3-yloxy)pyridin-2-yl]-5H,6H,7H-cyclopenta[d]pyrimidin-4-yl})amino]-N-(6-methylpyridin-3-yl)acetamide